(hydroxymethyl)-3-(2-((R)-3-hydroxypyrrolidin-1-yl)-2-oxoethoxy)-4-(4-(3,4,5-trifluorophenyl)-1H-1,2,3-triazol-1-yl)tetrahydro-2H-pyran-2-carboxamide OCC1(OCCC(C1OCC(=O)N1C[C@@H](CC1)O)N1N=NC(=C1)C1=CC(=C(C(=C1)F)F)F)C(=O)N